CC1N[C@@H](CC1=O)C 2-methyl-(5R)-5-methyl-3-oxopyrrolidine